2,5-dimethyloctanoic acid CC(C(=O)O)CCC(CCC)C